O1N=CC(=C1)CCC(=O)[O-] 4-isoxazolepropionate